COC=1C=CC=C2C3=C(NC12)CN(CC3)CCC3CC(C3)NC(N(C)C)=O 3-(3-(2-(8-methoxy-1,3,4,9-tetrahydro-2H-pyrido[3,4-b]indol-2-yl)ethyl)cyclobutyl)-1,1-dimethylurea